C(C)OC1=NC=C(C=N1)C=1C=CC=C2C=C(N(C(C12)=O)C1=CC=CC=C1)[C@H](CC)NC1=NC=NC2=CC=C(C=C12)C#N (S)-4-((1-(8-(2-ethoxypyrimidin-5-yl)-1-oxo-2-phenyl-1,2-dihydroisoquinolin-3-yl)propyl)amino)quinazoline-6-carbonitrile